[4-(4-aminophenyl)-1-ethyl-1H-pyrrol-2-yl](3,4,5-trimethoxyphenyl)methanone tert-butyl-(4R)-3-(2-ethoxy-2-oxo-ethyl)-6-azaspiro[3.4]octane-6-carboxylate C(C)(C)(C)OC(=O)N1C[C@@]2(C(CC2)CC(=O)OCC)CC1.NC1=CC=C(C=C1)C=1C=C(N(C1)CC)C(=O)C1=CC(=C(C(=C1)OC)OC)OC